CC1=CC=C(CN2C(C3=CC=CC=C3[C@@H]([C@H]2C=2C=NC(=CC2)C(F)(F)F)C(=O)NC2=CC(=CC=C2)N2CCN(CC2)C)=O)C=C1 (3S,4S)-2-(4-Methylbenzyl)-N-(3-(4-methylpiperazin-1-yl)phenyl)-1-oxo-3-(6-(trifluoromethyl)pyridin-3-yl)-1,2,3,4-tetrahydroisochinolin-4-carboxamid